2-chloro-3-cyanophenyl (3S)-4-(N,3-dicyclohexyl-D-alanyl)-3-[(thiophen-2-ylmethyl)carbamoyl]piperazine-1-carboxylate C1(CCCCC1)N[C@H](CC1CCCCC1)C(=O)N1[C@@H](CN(CC1)C(=O)OC1=C(C(=CC=C1)C#N)Cl)C(NCC=1SC=CC1)=O